7,7',7'',7'''-(4-(2-(6-methylpyridin-2-yl)phenyl)pyridine-2,3,5,6-tetrayl)tetrakis(7H-benzo[c]carbazole) CC1=CC=CC(=N1)C1=C(C=CC=C1)C1=C(C(=NC(=C1N1C=2C=CC=CC2C=2C3=C(C=CC12)C=CC=C3)N3C=1C=CC=CC1C=1C2=C(C=CC31)C=CC=C2)N2C=3C=CC=CC3C=3C1=C(C=CC23)C=CC=C1)N1C=2C=CC=CC2C=2C3=C(C=CC12)C=CC=C3